O[C@@H](C(=O)OC)[C@@H](C(=O)OC)O dimethyl (2R,3S)-2,3-dihydroxysuccinate